(R)-N,N-dimethyl-8-((tetrahydrofuran-3-yl)amino)-1,2,3,4-tetrahydroisoquinoline-6-carboxamide hydrochloride Cl.CN(C(=O)C=1C=C2CCNCC2=C(C1)N[C@H]1COCC1)C